NOCC(=O)O 2-(AMINOOXY)ACETIC ACID